CN1CCC(CC1)C1=CNC2=CC=C(C=C12)O 3-(1-methylpiperidin-4-yl)-1H-indol-5-ol